NC1=NC=C(C2=C1C(=C(N2C)I)C2=CC(=C(C(=O)NCC1(CC1)F)C=C2)OC)Br 4-(4-amino-7-bromo-2-iodo-1-methylpyrrolo[3,2-c]pyridin-3-yl)-N-[(fluorocyclopropyl)methyl]-2-methoxybenzamide